8,8-difluoro-2-azabicyclo[5.1.0]octane FC1(C2CCCCNC12)F